BrCC([C@H]([C@H]1CC(CCC1)(F)F)NC(OCC1=CC=CC=C1)=O)=O benzyl ((S)-3-bromo-1-((R)-3,3-difluorocyclohexyl)-2-oxopropyl)carbamate